tert-butyl 2-[6-(2-phenylethyl) quinazolin-4-yl]-2,7-diazaspiro[3.5]nonane-7-carboxylate C1(=CC=CC=C1)CCC=1C=C2C(=NC=NC2=CC1)N1CC2(C1)CCN(CC2)C(=O)OC(C)(C)C